FC(=C1CC(NCC1)C=1C=CC2=C(N=CS2)C1)F 5-(4-(Difluoromethylene)piperidin-2-yl)benzo[d]thiazole